O1CC(CCC1)O tetrahydro-2H-pyran-3-ol